(4-fluorophenyl)-1-(2-{4-[6-(1-methyl-1H-pyrazol-4-yl)pyrazolo[1,5-a]pyridin-3-yl]piperazin-1-yl}pyrimidin-5-yl)ethanol FC1=CC=C(C=C1)C(C)(O)C=1C=NC(=NC1)N1CCN(CC1)C=1C=NN2C1C=CC(=C2)C=2C=NN(C2)C